C(\C=C\C1C(CCCCC)O1)=O trans-4,5-epoxy-(2E)-decenal